N-(4,6-difluoro-1,3-benzothiazol-2-yl)piperidine-3-carboxamide FC1=CC(=CC2=C1N=C(S2)NC(=O)C2CNCCC2)F